N-((3S,4R)-4-Aminopyrrolidin-3-yl)-5-chloro-6,7-difluoro-1H-indole-2-carboxamide N[C@H]1[C@H](CNC1)NC(=O)C=1NC2=C(C(=C(C=C2C1)Cl)F)F